C(C)OC(=O)C=1N=C(SC1)C(C)(C)C 2-tert-butyl-1,3-thiazole-4-carboxylic acid ethyl ester